FC(COC=1C=C(C(=NC1)NC(OC(C)(C)C)=O)SCC)(C)F tert-butyl N-[5-(2,2-difluoropropoxy)-3-ethylsulfanyl-2-pyridyl]carbamate